(1-(2-phenoxyethoxy)prop-1-en-2-yl)benzene O(C1=CC=CC=C1)CCOC=C(C)C1=CC=CC=C1